NC1=CC=C(C=N1)C=1N=CN2C1N(C(C1=CC(=CC(=C21)C(C)NC=2C(=NC(=CC2)Cl)C=2N=NN(N2)C([2H])([2H])[2H])C)=O)C 3-(6-aminopyridin-3-yl)-9-(1-((6-chloro-2-(2-(methyl-d3)-2H-tetrazol-5-yl)pyridin-3-yl)amino)ethyl)-4,7-dimethylimidazo[1,5-a]quinazolin-5(4H)-one